C(CCC)N(P1[C@H](CC[C@@H](C1)C1=CC=CC=C1)C1=CC=CC=C1)P(C1=CSC=C1)C1=CSC=C1 (2R,5R)-N-butyl-N-(di(thien-3-yl)phosphino)-2,5-diphenylphosphinan-1-amine